N1C=CC2=CC=CC(=C12)C(=O)O 1H-indole-7-carboxylic acid